C1SCC2(C3=CC=CC=C13)N=C1N(C=CC=C1)C2 3H-spiro[imidazo[1,2-a]pyridine-2,4'-isothiochromane]